ClC=1C=NN(C(C1Cl)=O)[C@H](C(=O)NC1=CC(=C(C=C1)F)S(NCCC1=NC=CC=C1)(=O)=O)C (S)-2-(4,5-dichloro-6-oxopyridazin-1(6H)-yl)-N-(4-fluoro-3-(N-(2-(pyridin-2-yl)ethyl)sulfamoyl)phenyl)propanamide